C(C)(C)(C)OC(=O)N1[C@@H](C[C@@H](C1)NC1=NC=C(C=C1C)C)C(=O)O (2S,4S)-4-(3,5-dimethylpyridin-2-ylamino)pyrrolidine-1,2-dicarboxylic acid 1-tert-butyl ester